C1(CC1)[C@@H](C1=CC=2N(N=C1)C=C(N2)[C@@H](NC(=O)C=2C=NN(C2C)CCC(F)(F)F)C2CCC(CC2)(F)F)NC(CCC(F)(F)F)=O |o1:3| N-((S)-(7-((S*)-Cyclopropyl(4,4,4-trifluorobutanamido)methyl)imidazo[1,2-b]pyridazin-2-yl)(4,4-difluorocyclohexyl)methyl)-5-methyl-1-(3,3,3-trifluoropropyl)-1H-pyrazole-4-carboxamide